1-Benzyl-3-(3,5-dimethoxyphenyl)-1,3,4,7-tetrahydro-2H-pyrrolo[3',2':5,6]pyrido[4,3-d]pyrimidin-2-one C(C1=CC=CC=C1)N1C(N(CC2=C1C1=C(N=C2)NC=C1)C1=CC(=CC(=C1)OC)OC)=O